4,6-dicyclopentyl-m-phenylenediamine C1(CCCC1)C1=C(C=C(C(=C1)C1CCCC1)N)N